N[C@H]1C(N(C1)C1=CC=C(C=C1)N(C)C)=O (R)-3-amino-1-(4-(dimethylamino)phenyl)azetidin-2-one